C1=CC=C(C=2SC3=C(C21)C=CC=C3)C=3C=C(C=CC3)C3=NC2=C(N3C3=CC=CC=C3)C=CC=C2 2-[3-(Dibenzothiophen-4-yl)phenyl]-1-phenyl-1H-benzimidazole